The molecule is the hydrochloride salt of alverine. It has a role as an antispasmodic drug. It is a hydrochloride and an organoammonium salt. It contains an alverine(1+). CCN(CCCC1=CC=CC=C1)CCCC2=CC=CC=C2.Cl